bis(3-chloro-2-hydroxypropyl) ether ClCC(COCC(CCl)O)O